C(C1=CC=CC=C1)N1CC2(CN(C2)C(=O)N2CC(C3=NC(=CC=C32)C)(C)C)C1 (6-benzyl-2,6-diazaspiro[3.3]heptan-2-yl)(3,3,5-trimethyl-2,3-dihydro-1H-pyrrolo[3,2-b]pyridin-1-yl)methanone